ClCC1=CC=C(C=C1)CN1CCC(CC1)C=1C=CC(=NC1)NC1=NC=C(C(=N1)N1OCC[C@H]1C1=CC=CC=C1)C(F)(F)F N-[5-[1-[[4-(chloromethyl)phenyl]methyl]-4-piperidyl]-2-pyridyl]-4-[(3S)-3-phenylisoxazolidin-2-yl]-5-(trifluoromethyl)pyrimidin-2-amine